1,4-anhydro-6-O-palmitoyl-D-glucitol C(CCCCCCCCCCCCCCC)(=O)OC[C@H]([C@@H]1[C@@H]([C@H](CO1)O)O)O